FC(F)(F)C1=C(C=CC=C1)C=1C=C(C=CC1)C(=C)N1C=CC2=CC=CC=C12 1-(1-(3-(trifluoromethylphenyl)phenyl)vinyl)-1H-indole